C(C)(C)(C)OC(=O)N1C[C@]([C@@H](CC1)NC(=O)C1=NOC(=C1)C1=C(C=C(C=C1)F)F)(C(N[C@H](C)C1=NC=CC=C1)=O)C |o1:9,10| (3R*,4R*)-4-{[5-(2,4-Difluoro-phenyl)-isoxazole-3-carbonyl]-amino}-3-methyl-3-((R)-1-pyridin-2-yl-ethylcarbamoyl)-piperidine-1-carboxylic Acid Tert-Butyl Ester